C(C1=CC=CC=C1)OC(=O)N[C@H](C(=O)OCC1=CC=CC=C1)CSCCO benzyl (2R)-2-[[(benzyloxy)carbonyl]amino]-3-[(2-hydroxyethyl)sulfanyl]propanoate